ClC=1C=C(C=C(C1)NS(=O)(=O)C)NC(=O)C=1SC(=C(C1)C1=NC=C(C=C1N1CCC2(CC2)CC1)F)C N-(3-chloro-5-(methylsulfonamido)phenyl)-4-(5-fluoro-3-(6-azaspiro[2.5]octan-6-yl)pyridin-2-yl)-5-methylthiophene-2-carboxamide